Dibutyltin Bis(isooctylthioglycolate) C(CCCCC(C)C)C(C(=O)[O-])S.C(CCCCC(C)C)C(C(=O)[O-])S.C(CCC)[Sn+2]CCCC